C(#N)C=1C=C(C=CC1F)NC1=NC(=NC=C1C(=O)N)NC1=C(C=C2CCN(CC2=C1)C)OC 4-[(3-cyano-4-fluorophenyl)amino]-2-[(6-methoxy-2-methyl-1,2,3,4-tetrahydroisoquinolin-7-yl)amino]pyrimidine-5-carboxamide